tert-butyl (R)-3-((2-(2-(((benzyloxy)carbonyl)amino)ethyl)-6-chloro-3-oxo-7-(3-(pivaloyloxy)naphthalen-1-yl)-2,3-dihydro-4H-benzo[b][1,4]oxazin-4-yl)methyl)azetidine-1-carboxylate C(C1=CC=CC=C1)OC(=O)NCC[C@@H]1C(N(C2=C(O1)C=C(C(=C2)Cl)C2=CC(=CC1=CC=CC=C21)OC(C(C)(C)C)=O)CC2CN(C2)C(=O)OC(C)(C)C)=O